ClC=1C=C2C(=CNC2=CC1OC)C(=O)O 5-chloro-6-methoxy-3-indolecarboxylic acid